(S)-(+)-2-amino-1-ethyl-amine NCCN